O1C(CCCC1)N1N=CC2=C(C=C(C=C12)N1C=NN=C1)N1CC(C1)OCCCCNC(OC(C)(C)C)=O tert-butyl (4-((1-(1-(tetrahydro-2H-pyran-2-yl)-6-(4H-1,2,4-triazol-4-yl)-1H-indazol-4-yl)azetidin-3-yl)oxy)butyl)carbamate